5-(3-bromo-2-fluoro-6-methylphenoxy)-3-fluoro-2-(4-fluorophenyl)-pentan-2-ol BrC=1C(=C(OCCC(C(C)(O)C2=CC=C(C=C2)F)F)C(=CC1)C)F